CN1C(=NN=C1)C1(CC(C1)S(=O)(=O)C)C=1C=C(C=CC1)N1C(C2=CC(=CC(=C2C1)C(F)(F)F)CNC1(CCC1)C)=O 2-(3-((1s,3s)-1-(4-methyl-4H-1,2,4-triazol-3-yl)-3-(methylsulfonyl)cyclobutyl)phenyl)-6-(((1-methylcyclobutyl)amino)methyl)-4-(trifluoromethyl)isoindolin-1-one